4-bromo-1-methyl-6-(1-methylcyclopropyl)pyrido[3,4-d]pyridazin-7(6H)-one BrC1=NN=C(C=2C1=CN(C(C2)=O)C2(CC2)C)C